2-(1-phenylcyclopropyl)-5,6,7,8-tetrahydropyrido[3,4-d]pyrimidin-4(3H)-one C1(=CC=CC=C1)C1(CC1)C=1NC(C2=C(N1)CNCC2)=O